(1-{5-[(2,6-dichlorophenyl)methoxy]pyrimidin-2-yl}-4-fluoropiperidin-4-yl)methanol ethyl-2-(2-bromo-4-oxo-4,5-dihydro-1H-pyrrolo[2,3-d]pyridazin-1-yl)acetate C(C)C(C(=O)OCC1(CCN(CC1)C1=NC=C(C=N1)OCC1=C(C=CC=C1Cl)Cl)F)N1C(=CC2=C1C=NNC2=O)Br